C(C)(C)N1C=NC2=C1C=CC(=C2)C2=NC(=NO2)C2=C(C=CC=C2)OC 5-(1-isopropyl-1H-benzo[d]imidazol-5-yl)-3-(2-methoxy-phenyl)-1,2,4-oxadiazole